CC(C(=O)NC=1C=C(C(=O)NC2CCC(CC2)NC2=CC(=NC3=CC=C(C=C23)Cl)C(F)(F)F)C=CC1)C 3-(2-methylpropanamido)-N-[(1s,4s)-4-{[6-chloro-2-(trifluoromethyl)quinolin-4-yl]amino}cyclohexyl]benzamide